3-oxopiperazine-1-carboxylic acid ethyl ester C(C)OC(=O)N1CC(NCC1)=O